5-(difluoromethyl)-2-thienyl-3-methyl-imidazo[4,5-b]pyridin-2-one FC(C1=CC=C(S1)C1=CC=C2C(=N1)N(C(N2)=O)C)F